NC1=C(C(=NC=N1)NCC1CN(CC1)C(C=C)=O)C1=CC=C(C=C1)OC1=CC=CC=C1 1-(3-(((6-amino-5-(4-phenoxyphenyl)pyrimidin-4-yl)amino)methyl)pyrrolidin-1-yl)prop-2-en-1-one